CC1=CC=C(C=C1)N(C1=CC=C(C=C1)C)C1=CC(=CC(=C1)N(C1=CC=C(C=C1)C)C1=CC=C(C=C1)C)N(C1=CC=C(C=C1)C)C1=CC=C(C=C1)C 1,3,5-tris[N,N-bis(4-methylphenyl)-amino]-benzen